L-tartrate di-hydrate O.O.C(=O)(O)[C@H](O)[C@@H](O)C(=O)O